CC(C(=O)NC1[C@H]2CC3(CC(C[C@H]1C3)C2)C(=O)N)(C)N2CCN(CC2)C2=NC=C(C=C2)C(F)(F)F (1s,3r,4r,5s,7s)-4-(2-methyl-2-(4-(5-(trifluoromethyl)pyridin-2-yl)piperazin-1-yl)propanamido)adamantane-1-carboxamide